(R)-benzyl 4-methyl-4-(2-methylallyl)-1,2,3-oxathiazolidine-3-carboxylate 2,2-dioxide C[C@@]1(N(S(OC1)(=O)=O)C(=O)OCC1=CC=CC=C1)CC(=C)C